(cis)-2-(3-fluoro-4-(7-((tetrahydro-2H-pyran-4-yl)carbamoyl)benzo[d]imidazo[2,1-b]thiazol-2-yl)phenyl)-4-hydroxypyrrolidine-1-carboxylic acid tert-butyl ester C(C)(C)(C)OC(=O)N1[C@H](C[C@H](C1)O)C1=CC(=C(C=C1)C=1N=C2SC3=C(N2C1)C=CC(=C3)C(NC3CCOCC3)=O)F